2-octyl-acrylate C(CCCCCCC)C(C(=O)[O-])=C